1-((1R,4R)-4-(Dimethylamino)cyclohexyl)-6-isopropyl-5-(8-methoxy-[1,2,4]triazolo[1,5-a]pyridin-6-yl)-1,3-dihydro-2H-benzo[d]imidazol-2-on CN(C1CCC(CC1)N1C(NC2=C1C=C(C(=C2)C=2C=C(C=1N(C2)N=CN1)OC)C(C)C)=O)C